N-((S)-1-(3-chlorophenyl)-2-hydroxyethyl)-1-(5-methyl-2-((2-methyltetrahydro-2H-pyran-4-yl)amino)pyrimidin-4-yl)-1H-imidazole-4-carboxamide ClC=1C=C(C=CC1)[C@@H](CO)NC(=O)C=1N=CN(C1)C1=NC(=NC=C1C)NC1CC(OCC1)C